monopersulfate potassium salt [K+].S(=O)(=O)([O-])OOS(=O)(=O)[O-].[K+]